N-[(9Z)-3,3-dimethyl-10-oxo-1,2,3,4,9,10-hexahydrophenanthren-9-ylidene]-L-leucine CC1(CCC=2C(\C(\C3=CC=CC=C3C2C1)=N/[C@@H](CC(C)C)C(=O)O)=O)C